diethoxy-silane C(C)O[SiH2]OCC